[IH]1OC(C2=C1C=CC=C2)=O benziodoxol-3(1H)-one